C(C)NCSN1CC(C(C1)C1=CC=C(C=C1)F)C(=O)N 1-(ethylaminomethylsulfanyl)-4-(4-fluorophenyl)pyrrolidine-3-carboxamide